CNC(=O)C1=C(C=CC=C1)SC1=CC=C2C(=NN(C2=C1)C(=O)OC1=CC=C(C=C1)[N+](=O)[O-])\C=C\C1=NC=CC=C1 4-nitrophenyl (E)-6-((2-(methylcarbamoyl) phenyl) thio)-3-(2-(pyridin-2-yl) vinyl)-1H-indazole-1-carboxylate